NC=1C=2N(C(=C(N1)C1=C(C#N)C=CC=C1)C1=NC=NC=C1)N=C(N2)C(O)C2=C(C=CC=C2)F (8-amino-2-((2-fluorophenyl)(hydroxy)methyl)-5-(pyrimidin-4-yl)-[1,2,4]triazolo[1,5-a]pyrazin-6-yl)benzonitrile